2,2'-(ethane-1,2-diylbis(sulfanediyl))bis(ethane-1-ol) C(CSCCO)SCCO